NC(CN1C(=C(C(=C1)[N+](=O)[O-])F)C(=O)OCC)=O ethyl 1-(2-amino-2-oxoethyl)-3-fluoro-4-nitro-1H-pyrrole-2-carboxylate